C(#N)C=1C=CC=2C(N1)=NN(C2)CC2=C1C=CNC1=C(C=C2S(=O)(=O)CCC(=O)OC)C methyl 3-((4-((6-cyano-2H-pyrazolo[3,4-b]pyridin-2-yl)methyl)-7-methyl-1H-indol-5-yl)sulfonyl)propanoate